2-(((4-azido-2,3,5,6-tetrafluorobenzoyl)oxy)methyl)propane-1,3-diyl bis(4-azido-2,3,5,6-tetrafluorobenzoate) N(=[N+]=[N-])C1=C(C(=C(C(=O)OCC(COC(C2=C(C(=C(C(=C2F)F)N=[N+]=[N-])F)F)=O)COC(C2=C(C(=C(C(=C2F)F)N=[N+]=[N-])F)F)=O)C(=C1F)F)F)F